methylpiperazine-1-carboxamide formate C(=O)O.CC1N(CCNC1)C(=O)N